N2,N4-bis(4,4-difluorocyclohexyl)-6-(3-fluoro-6-hydrazinyl-pyridin-2-yl)-1,3,5-triazine-2,4-diamine FC1(CCC(CC1)NC1=NC(=NC(=N1)NC1CCC(CC1)(F)F)C1=NC(=CC=C1F)NN)F